Ethyl (R)-1-(((6-(4-fluorophenyl)-4-((1-(2-(trifluoromethyl)pyrimidin-5-yl)ethyl)amino)quinazolin-8-yl)oxy)methyl)cyclopropane-1-carboxylate FC1=CC=C(C=C1)C=1C=C2C(=NC=NC2=C(C1)OCC1(CC1)C(=O)OCC)N[C@H](C)C=1C=NC(=NC1)C(F)(F)F